7-(1-Acryloylazetidin-3-yl)-4-amino-N-(5-chlorobenzo[d]oxazol-2-yl)-7H-pyrrolo[2,3-d]pyrimidine-5-carboxamide C(C=C)(=O)N1CC(C1)N1C=C(C2=C1N=CN=C2N)C(=O)NC=2OC1=C(N2)C=C(C=C1)Cl